Cl.NC1CN(CCC1)C(=O)C1=CC2=C(N(C(=N2)C2=CC=C(N2CC2CC2)C(=O)NC2CC2)C)C(=C1)OC 5-(5-(3-aminopiperidine-1-carbonyl)-7-methoxy-1-methyl-1H-benzo[d]imidazol-2-yl)-N-cyclopropyl-1-(cyclopropylmethyl)-1H-pyrrole-2-carboxamide hydrochloride